5-[2-methyl-5-[[(1S,5R,7s)-9-methyl-3-oxa-9-azabicyclo[3.3.1]nonan-7-yl]oxy]-4-pyridyl]-N-[6-(trifluoromethyl)-2-pyridyl]pyrazolo[1,5-a]pyridin-2-amine CC1=NC=C(C(=C1)C1=CC=2N(C=C1)N=C(C2)NC2=NC(=CC=C2)C(F)(F)F)OC2C[C@@H]1COC[C@H](C2)N1C